CON(C(=O)C1CCC(N(C1)C(=O)OC(C)(C)C)C1=CC=CC=C1)C tert-butyl 5-[methoxy(methyl)carbamoyl]-2-phenyl-piperidine-1-carboxylate